FC(CO)(F)C=1C=C(C=CC1)[C@@H](C)NC1=NC=2N(C=3C1=CN(C(C3)=O)C3CCN(CC3)C)N=CC2 (R)-5-((1-(3-(1,1-difluoro-2-hydroxyethyl)phenyl)ethyl)amino)-7-(1-methylpiperidin-4-yl)pyrazolo[1,5-a]pyrido[3,4-e]pyrimidin-8(7H)-one